3-(4-((4-ethylpiperazin-1-yl)methyl)phenyl)urea C(C)N1CCN(CC1)CC1=CC=C(C=C1)NC(N)=O